Bis(triethoxysilyl-propyl)amine C(C)O[Si](OCC)(OCC)CCCNCCC[Si](OCC)(OCC)OCC